tert-butyl 9-((3-(5-(2-(1H-imidazol-1-yl)acetyl)-2-isopropoxyphenyl)-4-oxo-3,4-dihydroquinazolin-2-yl)methyl)-3-oxa-7,9-diazabicyclo[3.3.1]nonane-7-carboxylate N1(C=NC=C1)CC(=O)C=1C=CC(=C(C1)N1C(=NC2=CC=CC=C2C1=O)CN1C2COCC1CN(C2)C(=O)OC(C)(C)C)OC(C)C